ClC=1C=2N(C(=CN1)C1=CCC(CC1)NC(OC(C)(C)C)=O)C(=NC2)C(C)C tert-butyl (4-(8-chloro-3-isopropylimidazo[1,5-a]pyrazin-5-yl)cyclohex-3-en-1-yl)carbamate